1-Oxo-1,3-dihydroisobenzofuran-5-carbaldehyde O=C1OCC2=CC(=CC=C12)C=O